FC1=C(C=CC(=C1F)C=1C(=NN(C1)CCC1=NC(=CC=C1)OC)C)O 2,3-difluoro-4-[1-[2-(6-methoxy-2-pyridyl)ethyl]-3-methyl-pyrazol-4-yl]phenol